ClC=1C=C(C2=C(C(=C(O2)C(=O)OC(C)(C)C)COC2=C(C=CC=C2)CC(=O)OCC)C1)C=1C=NN(C1)C tert-butyl 5-chloro-3-((2-(2-ethoxy-2-oxoethyl)phenoxy)methyl)-7-(1-methyl-1H-pyrazol-4-yl)benzofuran-2-carboxylate